[N+](=O)([O-])C=1C=C(C(=O)O)C=CC1OCC1=CC(=CC=C1)C(F)(F)F 3-nitro-4-(3-(trifluoromethyl)benzyloxy)benzoic acid